1-(7-bromo-2-methylbenzo[b]thiophen-3-yl)-N-(4-methoxybenzyl)-N-methyl-methylamine BrC1=CC=CC2=C1SC(=C2CN(C)CC2=CC=C(C=C2)OC)C